[C-]12CC2C1 bicyclo[1.1.0]butaneid